5-(2',4'-Dimethoxy-3,4,5,6-tetrahydro-2H-[1,3']bipyridinyl-4-yl)-2-methyl-7-(2-trifluoromethylbenzyl)-2,4,5,7-tetrahydro-pyrazolo[3,4-d]pyrimidin-6-one COC1=NC=CC(=C1N1CCC(CC1)N1C(N(C=2C(C1)=CN(N2)C)CC2=C(C=CC=C2)C(F)(F)F)=O)OC